OCC(=O)NCC=1SC(=CC1)C(CSC1=C2C(=NC=N1)N(N=C2)C)=O 2-hydroxy-N-((5-(2-((1-methyl-1H-pyrazolo[3,4-d]pyrimidin-4-yl)thio)acetyl)thiophen-2-yl)methyl)acetamide